(E)-3-(2-(3,3-Dimethylbutyl)-6-(trifluoromethyl)pyridin-3-yl)-N-(2-oxo-2,3-dihydro-1H-benzo[d]imidazol-4-yl)acrylamid CC(CCC1=NC(=CC=C1/C=C/C(=O)NC1=CC=CC=2NC(NC21)=O)C(F)(F)F)(C)C